4-Chloro-N-(4-(morpholinomethyl)phenyl)benzamide ClC1=CC=C(C(=O)NC2=CC=C(C=C2)CN2CCOCC2)C=C1